methyl-pyrrolidine-3-carboxylic acid CN1CC(CC1)C(=O)O